C(C)N[C@H](CC(=O)[O-])C1=CC=C(C=C1)F.[Li+] Lithium (R)-3-(ethylamino)-3-(4-fluorophenyl)propanoate